CC1=NN=C(C2=CC(=CC=C12)N1[C@H]2CN([C@@H](C1)CC2)C)N[C@H](C)C2=C(C(=CC=C2)C(F)(F)F)C 4-methyl-N-((R)-1-(2-methyl-3-(trifluoromethyl)phenyl)ethyl)-7-((1R,4R)-5-methyl-2,5-diazabicyclo[2.2.2]octan-2-yl)phthalazin-1-amine